4-(azetidine-3-carbonyl)-N-(1-((3,4-dichlorophenyl)ethynyl)cyclopropyl)piperazine-1-carboxamide hydrochloride Cl.N1CC(C1)C(=O)N1CCN(CC1)C(=O)NC1(CC1)C#CC1=CC(=C(C=C1)Cl)Cl